O=C1NC(CCC1N1C(C2=CC=C(C=C2C1=O)N1CCC(CC1)CCO)=O)=O 2-(2,6-dioxopiperidin-3-yl)-5-(4-(2-hydroxyethyl)piperidin-1-yl)isoindoline-1,3-Dione